rac-(R)-6-(((tetrahydrofuran-3-yl)oxy)methyl)quinoline-4-carboxylic acid O1C[C@@H](CC1)OCC=1C=C2C(=CC=NC2=CC1)C(=O)O |r|